tert-butyl (2R,4R)-2-(((S)-1-((5-chloro-2-(methylsulfonamido)benzyl)amino)-1-oxopropan-2-yl)carbamoyl)-4-phenylpyrrolidine-1-carboxylate ClC=1C=CC(=C(CNC([C@H](C)NC(=O)[C@@H]2N(C[C@H](C2)C2=CC=CC=C2)C(=O)OC(C)(C)C)=O)C1)NS(=O)(=O)C